C(C)C=1C(NC=2C=C(C=NC2C1)CNC1CCN(CC1)C=1C=CC(=NC1)C(=O)NC)=O 5-(4-(((7-ethyl-6-oxo-5,6-dihydro-1,5-naphthyridin-3-yl)methyl)amino)piperidin-1-yl)-N-methylpicolinamide